2-[(4-Nitrophenyl)thio]-5-phenyl-1H-pyrrole-3-carbonitrile [N+](=O)([O-])C1=CC=C(C=C1)SC=1NC(=CC1C#N)C1=CC=CC=C1